Cl.CO[C@@H]1CNCC1 (S)-3-methoxypyrrolidine hydrochloride salt